fluorosulfonyl-lithium difluoroacetate FC(C(=O)O)F.FS(=O)(=O)[Li]